2,5-dihydroxystyrene OC1=C(C=C)C=C(C=C1)O